CC(OC=CS(=O)(=O)F)COCC 4-methyl-3,6-dioxa-1-octene-1-sulfonyl fluoride